7-(3-chlorophenyl)-2-phenylbenzo[d]oxazole ClC=1C=C(C=CC1)C1=CC=CC=2N=C(OC21)C2=CC=CC=C2